[Ca].[Sn] tin-calcium